(S)-4-benzylthiazolidine-2-thione C(C1=CC=CC=C1)[C@@H]1NC(SC1)=S